[O-2].[Zn+2].[Se+2].[O-2] selenium-Zinc oxide